2-(3-{[(2S)-1-(but-2-ynoyl)azetidin-2-yl]methoxy}pyridin-4-yl)-3-[(3-chloro-2-methoxyphenyl)amino]-1H,5H,6H,7H-pyrrolo[3,2-c]pyridin-4-one C(C#CC)(=O)N1[C@@H](CC1)COC=1C=NC=CC1C1=C(C=2C(NCCC2N1)=O)NC1=C(C(=CC=C1)Cl)OC